3-(4,5-dimethylthiazol-2-yl)-2,5-diphenyl-2H-tetrazolium ammonium bromide [Br-].[NH4+].CC=1N=C(SC1C)N1N([NH2+]C(=N1)C1=CC=CC=C1)C1=CC=CC=C1.[Br-]